4-(6-methyl-7-(8-methyl-[1,2,4]triazolo[1,5-a]pyridin-6-yl)-9H-carbazol-3-yl)piperidine-1-carboxylic acid tert-butyl ester C(C)(C)(C)OC(=O)N1CCC(CC1)C=1C=CC=2NC3=CC(=C(C=C3C2C1)C)C=1C=C(C=2N(C1)N=CN2)C